N1CCNCCNCC1 1,4,7-Triazacyclononane